ClC1=CC=C(OC2=CC3=C(NC2=O)C(CN3C(CN3[C@H](CN[C@@H](C3)C)CN3CC(OCC3)C(=O)N)=O)(C)C)C=C1 4-(((2R,5R)-1-(2-(6-(4-chlorophenoxy)-3,3-dimethyl-5-oxo-2,3,4,5-tetrahydro-1H-pyrrolo[3,2-b]pyridin-1-yl)-2-oxoethyl)-5-methylpiperazin-2-yl)methyl)morpholine-2-carboxamide